holmium monosilicate [Si]([O-])([O-])([O-])O.[Ho+3]